N-(3-(methylsulfonamido)phenyl)-5-(2-methylthiazol-4-yl)furan-3-carboxamide CS(=O)(=O)NC=1C=C(C=CC1)NC(=O)C1=COC(=C1)C=1N=C(SC1)C